NC1=C(C(=O)NC23CCC(CC2)(CC3)O)C=C(C=N1)C=1C=C3C=NN(C3=CC1)C1CN(CC1)C1CCOCC1 2-amino-N-(4-hydroxybicyclo[2.2.2]oct-1-yl)-5-(1-(1-(tetrahydro-2H-pyran-4-yl)pyrrolidine-3-yl)-1H-indazol-5-yl)nicotinamide